N-(2-(2-(((1H-Pyrrolo[3,2-c]pyridine-2-yl)methyl)amino)-2-oxoethyl)-3-methoxy-[1,1'-biphenyl]-4-yl)-5-phenylthiophene-2-carboxamide N1C(=CC=2C=NC=CC21)CNC(CC2=C(C=CC(=C2OC)NC(=O)C=2SC(=CC2)C2=CC=CC=C2)C2=CC=CC=C2)=O